NC1=NNC(=C1C(=O)O)CC(=O)O 3-amino-4-carboxyl-5-(carboxymethyl)-1H-pyrazole